3,5-dibromo-N-methyl-N-[(1S)-1-(3-pyrazin-2-ylpyrazin-2-yl)ethyl]benzamide BrC=1C=C(C(=O)N([C@@H](C)C2=NC=CN=C2C2=NC=CN=C2)C)C=C(C1)Br